C1(=CC=CC=C1)C(C1C(O1)C1=CC=C(C=C1)Br)=O 1-phenyl-3-(4-bromophenyl)-2,3-epoxy-1-propanone